N-(((2S,3R)-6,6-difluoro-2-methylmorpholin-3-yl)methyl)-5-(difluoromethyl)pyrimidin-2-amine hydrochloride Cl.FC1(O[C@H]([C@H](NC1)CNC1=NC=C(C=N1)C(F)F)C)F